tert-butyl (3r,6r)-1-oxaspiro[2.5]octane-6-carboxylate O1CC12CCC(CC2)C(=O)OC(C)(C)C